Cl.FC(OC=1C2=C(N(C(C1C)=O)C)CNC2)F 4-(Difluoromethoxy)-1,3-dimethyl-1,5,6,7-tetrahydro-2H-pyrrolo[3,4-b]pyridin-2-one Hydrochloride